1-(2-fluoroethyl)-4-(4-(4,4,5,5-tetramethyl-1,3,2-dioxaborolan-2-yl)phenyl)piperidine FCCN1CCC(CC1)C1=CC=C(C=C1)B1OC(C(O1)(C)C)(C)C